5-(chroman-8-ylamino)-N-(3-hydroxy-2,2-dimethylpropyl)-7-(methylamino)pyrazolo[1,5-a]pyrimidine-3-carboxamide O1CCCC2=CC=CC(=C12)NC1=NC=2N(C(=C1)NC)N=CC2C(=O)NCC(CO)(C)C